N-(14-amino-3,6,9,12-tetraoxatetradec-1-yl)-2-(2,5-dioxo-2,5-dihydro-1H-pyrrole-1-yl)acetamide NCCOCCOCCOCCOCCNC(CN1C(C=CC1=O)=O)=O